4-(4-chlorophthalazin-1-yl)-3-(ethoxymethoxy)benzaldehyde ClC1=NN=C(C2=CC=CC=C12)C1=C(C=C(C=O)C=C1)OCOCC